3-(pyridin-4-ylamino)-N-(6-(pyridin-4-ylamino)pyridin-2-yl)benzamide N1=CC=C(C=C1)NC=1C=C(C(=O)NC2=NC(=CC=C2)NC2=CC=NC=C2)C=CC1